CON(C(C1=CC(=NC=C1)C(F)(F)F)=O)C N-methoxy-N-methyl-2-(trifluoromethyl)isonicotinamide